ethyl 2-chloro-4-cyclopropoxypyridine-3-carboxylate ClC1=NC=CC(=C1C(=O)OCC)OC1CC1